CC1=CC=C(C=C1)C1=NC(=CC=C1C1=CC=CC=C1)C1=CC=CC=C1 2-(4-methylphenyl)-3,6-diphenylpyridine